3-Amino-4-(3-hydroxyphenyl)-1H-1,8-phenanthrolin-2-one NC=1C(NC2=C3C=CN=CC3=CC=C2C1C1=CC(=CC=C1)O)=O